(3-(4-(4-chlorophenyl)-1H-imidazol-1-yl)bicyclo[1.1.1]pent-1-yl)carbamic acid tert-butyl ester C(C)(C)(C)OC(NC12CC(C1)(C2)N2C=NC(=C2)C2=CC=C(C=C2)Cl)=O